3-(1,1-difluoroethyl)-5-hydroxypyridine-2-carboxylic acid methyl ester COC(=O)C1=NC=C(C=C1C(C)(F)F)O